5-N-acetyl-8-hydroxy-5-acetyl-neuraminic acid C(C)(=O)N[C@@]1([C@H](CC(C(O)=O)(O)O[C@H]1[C@H](O)C(O)(CO)O)O)C(C)=O